C(C)(C)(C)OC(=O)N[C@@H](C(C)C)C(=O)OC[C@H]1O[C@@]([C@@H]([C@@H]1OC(CC1=CC=CC=C1)=O)O)(C#N)C1=CC=C2C(=NC=NN21)N ((2R,3S,4R,5R)-5-(4-aminopyrrolo[2,1-f][1,2,4]triazin-7-yl)-5-cyano-4-hydroxy-3-(2-phenylacetoxy)tetrahydrofuran-2-yl)methyl (tert-butoxycarbonyl)-L-valinate